CC(C)(CC(C)=O)NC(C=C)=O N-(2-methyl-4-oxopentan-2-yl)acrylamide